2-methacryloylthio-n-pentylthio-5-n-butylthio-1,3,4-thiadiazole C(C(=C)C)(=O)SC(CSC=1SC(=NN1)SCCCC)CCC